C1(CC1)C1=C(C=CC=C1C(=O)N1CCOCC1)NC1=C(C=C(C(=O)N=C2NCCN2)C=C1)C(C)(C)O 4-{[2-cyclopropyl-3-(morpholine-4-carbonyl)phenyl]amino}-3-(2-hydroxypropan-2-yl)-N-[(2E)-imidazolidin-2-ylidene]benzamide